C(CCCCCC)OC1=CC=C(C=C1)/N=N/C1=CC=C(C=C1)C1=CC=C(C=C1)C(=O)OC1=C(C=2C=CC3=CC=CC=C3C2C=C1)C1=C(C=CC=2C3=CC=CC=C3C=CC12)OC(=O)C1=CC=C(C=C1)C1=CC=C(C=C1)\N=N\C1=CC=C(C=C1)OCCCCCCC [1,1'-biphenanthrene]-2,2'-diyl bis(4'-((E)-(4-(heptyloxy)phenyl)diazenyl)-[1,1'-biphenyl]-4-carboxylate)